2-((2S)-4-(2'-(((2S)-1-Azabicyclo[2.2.1]heptan-2-yl)methoxy)-4-chloro-3-methyl-5',8'-dihydro-6'H-spiro[indene-1,7'-quinazolin]-4'-yl)-1-(2-fluoroacryloyl)piperazin-2-yl)acetonitrile N12[C@@H](CC(CC1)C2)COC2=NC=1CC3(CCC1C(=N2)N2C[C@@H](N(CC2)C(C(=C)F)=O)CC#N)C=C(C2=C(C=CC=C23)Cl)C